The molecule is an N-silyl compound that is N-methyltrifluoroacetamide in which the amide nitrogen is replaced by a trimethylsilyl group. N-methyl-N-(trimethylsilyl)trifluoroacetamide is a derivatisation agent used in gas chromatography/mass spectrometry applications. It has a role as a chromatographic reagent. It is a monocarboxylic acid amide, a N-silyl compound and a trifluoroacetamide. CN(C(=O)C(F)(F)F)[Si](C)(C)C